NC[C@@H](C1=CC=C(C=C1)OCC(CCC)C)NC([C@@H](C)C1=CC=CC=C1)=O (2S)-N-((1R)-2-amino-1-(4-(2-methylpentyloxy)-phenyl)ethyl)-2-phenylpropionamide